C(N)(=O)C1=C(C(=CC(=C1)Cl)C)NC(=O)C=1N(N=C(C1)CN1N=C(N=N1)C1=CC=CC=C1)C1=NC=CC=C1Cl N-(2-carbamoyl-4-chloro-6-methyl-phenyl)-2-(3-chloro-2-pyridyl)-5-[(5-phenyltetrazol-2-yl)methyl]pyrazole-3-carboxamide